1-(3-bromo-2-((4-methoxybenzyl)amino)quinolin-7-yl)but-3-en-2-ol BrC=1C(=NC2=CC(=CC=C2C1)CC(C=C)O)NCC1=CC=C(C=C1)OC